2-isopropenyl-4-methyl-4-benzyl-1,3-oxazolin-5-one C(=C)(C)C=1OC(C(N1)(CC1=CC=CC=C1)C)=O